FC(C1=NN=C(S1)CN1C(=NC2=C1C(=CC(=C2)F)F)N2C[C@H]([C@@H](CC2)F)N)F (3R,4R)-1-(1-((5-(Difluoromethyl)-1,3,4-thiadiazol-2-yl)methyl)-5,7-difluoro-1H-benzo[d]imidazol-2-yl)-4-fluoropiperidin-3-amin